(R)-N-((2,2-Difluorobenzo[d][1,3]dioxol-4-yl)methyl)-4-(2-fluoropyridin-4-yl)-2-methylpiperazine-1-carboxamide FC1(OC2=C(O1)C=CC=C2CNC(=O)N2[C@@H](CN(CC2)C2=CC(=NC=C2)F)C)F